FC1(CCN(CC1)C1=NC(=CC2=C1N=NC(=C2)OC)N)F 8-(4,4-difluoropiperidin-1-yl)-3-methoxypyrido[3,4-c]pyridazine-6-amine